1-(2,2-di-Fluoroethyl)-1H-pyrrole FC(CN1C=CC=C1)F